(S)- and (R)-4-(2-((2-(1H-indol-3-yl)-2-oxo-1-phenylethyl)amino)ethyl)benzoic acid N1C=C(C2=CC=CC=C12)C([C@H](C1=CC=CC=C1)NCCC1=CC=C(C(=O)O)C=C1)=O |r|